C(C)C1CC(CC(C1)(C#N)C)(C)C 5-ethyl-1,3,3-trimethylcyclohexanecarbonitrile